4-amino-N-(4-bromobenzyl)-N-cyclopropyl-1,7-dimethyl-1H-pyrazolo[4,3-c]quinoline-8-carboxamide NC1=NC=2C=C(C(=CC2C2=C1C=NN2C)C(=O)N(C2CC2)CC2=CC=C(C=C2)Br)C